(R)-2-((tert-butyldimethylsilyl)oxy)-1-(3-chlorophenyl)ethyl-methanesulfonic acid ethyl ester C(C)OS(=O)(=O)C[C@@H](CO[Si](C)(C)C(C)(C)C)C1=CC(=CC=C1)Cl